ClC1=CC(=NC(=C1OC)F)C(=O)O 4-chloro-6-fluoro-5-methoxypyridine-2-carboxylic acid